C1(CC1)C=1C(=NN2C1C(NC(=C2)C2=NC(=C(C=C2)C)C)=O)C(=O)OCC ethyl 3-cyclopropyl-6-(5,6-dimethylpyridin-2-yl)-4-oxo-4,5-dihydropyrazolo[1,5-a]-pyrazine-2-carboxylate